[Pd](Cl)Cl.C(C)(C)(C)P([C-]1C=CC=C1)C(C)(C)C.[C-]1(C=CC=C1)P(C(C)(C)C)C(C)(C)C.[Fe+2] (1,1'-bis(di-tert-butylphosphino)ferrocene) palladium dichloride